C\C=C\C1=C(OC)C=C(OC)C(OC)=C1 ALPHA-ASARON